4-(bromomethyl)-5-tert-butyl-1,3-dioxol-2-one BrCC=1OC(OC1C(C)(C)C)=O